CNC1=C(C=NC=C1)C N,3-dimethylpyridine-4-amine